ClC=1C=C(C=CC1)[C@@H](CNC(CC)=O)O N-((S)-(3-chlorophenyl)-2-hydroxyethyl)propionamide